2-butyloctyl 10-(N-(3-((4,4-bis(((Z)-oct-5-en-1-yl) oxy) butanoyl) oxy) propyl)-3-(diethylamino) propanamido)-11-((8-((2-butyloctyl) oxy)-8-oxooctyl) amino)-11-oxoundecanoate C(CCC\C=C/CC)OC(CCC(=O)OCCCN(C(CCN(CC)CC)=O)C(CCCCCCCCC(=O)OCC(CCCCCC)CCCC)C(=O)NCCCCCCCC(=O)OCC(CCCCCC)CCCC)OCCCC\C=C/CC